6-(((9H-fluoren-9-yl)methoxy)carbonyl)-2-(tert-butoxycarbonyl)-2,6-diazaspiro[3.4]octane-8-carboxylic acid C1=CC=CC=2C3=CC=CC=C3C(C12)COC(=O)N1CC2(CN(C2)C(=O)OC(C)(C)C)C(C1)C(=O)O